7'-methyl-1'H-spiro[benzo[e]indole-1,5'-pyrimido[4,5-b]quinoline]-2,2',4'(3H,3'H,10'H)-trione CC=1C=C2C3(C4=C(NC2=CC1)NC(NC4=O)=O)C(NC=4C=CC1=C(C43)C=CC=C1)=O